N-((3-bromo-5-methylthiophen-2-yl)sulfonyl)-2,4-dichlorobenzamide BrC1=C(SC(=C1)C)S(=O)(=O)NC(C1=C(C=C(C=C1)Cl)Cl)=O